1-[(4-fluoropiperidin-4-yl)methoxy]-7-(prop-2-yloxy)isoquinoline-6-carboxamide FC1(CCNCC1)COC1=NC=CC2=CC(=C(C=C12)OC(C)C)C(=O)N